C1(CC1)N1CC2(CN(C2)C2=NC(=CC3=C2N=C(N=C3)NC3=C2CCN(CC2=CC=C3)S(=O)(=O)C)C(F)F)C1 8-(6-cyclopropyl-2,6-diazaspiro[3.3]heptan-2-yl)-6-(difluoromethyl)-N-(2-(methylsulfonyl)-1,2,3,4-tetrahydroisoquinolin-5-yl)pyrido[3,4-d]pyrimidin-2-amine